1-Butyl-2-(piperidin-4-yl)-1H-benzo[d]imidazole dihydrochloride Cl.Cl.C(CCC)N1C(=NC2=C1C=CC=C2)C2CCNCC2